3-[4-(3,9-Diazaspiro[5.5]undecan-3-yl)-3-methyl-2-oxo-benzimidazol-1-yl]piperidine-2,6-dione C1CN(CCC12CCNCC2)C2=CC=CC=1N(C(N(C12)C)=O)C1C(NC(CC1)=O)=O